FN1C(OC=C1C(F)(F)F)NC=1C=CC(=NC1)C(=O)N 5-((3-fluoro-4-(trifluoromethyl)oxazol-2-yl)amino)pyridinecarboxamide